2-Amino-6-((3-methyl-1,2,4-oxadiazol-5-yl)methyl)-7-oxo-6-phenyl-4,5,6,7-tetrahydrobenzo[b]thiophene-3-carboxamide NC1=C(C2=C(S1)C(C(CC2)(C2=CC=CC=C2)CC2=NC(=NO2)C)=O)C(=O)N